(7s,8as)-2-(5-fluoropyridin-2-yl)-7-(3-[[1,2,4]triazolo[1,5-a]pyridin-8-yl]propyl)-hexahydropyrrolo[1,2-a]pyrazin-6-one FC=1C=CC(=NC1)N1C[C@H]2N(CC1)C([C@H](C2)CCCC=2C=1N(C=CC2)N=CN1)=O